6-(4-chlorobenzyl)-9-isopropyl-N-(2-methoxy-ethyl)-7,10-dioxo-2,6,9-triazaspiro[4.5]decane-2-carboxamide ClC1=CC=C(CN2C3(CCN(C3)C(=O)NCCOC)C(N(CC2=O)C(C)C)=O)C=C1